CSC1=CC=C(C=CC2=NC(=NC(=N2)C(Cl)(Cl)Cl)C(Cl)(Cl)Cl)C=C1 2-(4-methylsulfanyl-styryl)-4,6-bis(trichloromethyl)-1,3,5-triazine